C(C)OC(C1=C(C=CC=C1)C=1C=NC(=CC1)C(F)(F)F)=O 2-[6-(trifluoromethyl)pyridin-3-yl]benzoic acid ethyl ester